N-methyl-D-aspartic acid (N-methyl-D-aspartate) CN[C@H](CC(=O)O)C(=O)O.CN[C@H](CC(=O)O)C(=O)O